O1COC2=C1C=CC(=C2)N2C(=C(C=C2C)C2=NC=1C(=NC=C(C1NC=1C=C(C=CC1)S(=O)(=O)N)Br)N2)C 3-((2-(1-(benzo[d][1,3]dioxol-5-yl)-2,5-dimethyl-1H-pyrrol-3-yl)-6-bromo-3H-imidazo[4,5-b]pyridin-7-yl)amino)benzenesulfonamide